3-{2-cyano-1-[4-(7H-pyrrolo[2,3-d]pyrimidin-4-yl)-1H-pyrazol-1-yl]ethyl}-N-phenylbenzamide trifluoroacetate FC(C(=O)O)(F)F.C(#N)CC(N1N=CC(=C1)C=1C2=C(N=CN1)NC=C2)C=2C=C(C(=O)NC1=CC=CC=C1)C=CC2